C1(CCCCC1)NC(=O)C=1SC=C2C1N=C(NC2=O)C2=CN=CS2 N-cyclohexyl-4-oxo-2-(thiazol-5-yl)-3,4-dihydrothieno[3,4-d]pyrimidine-7-carboxamide